(2S)-2-amino-4-(2-chloro-6-fluoro-phenyl)butanoic acid N[C@H](C(=O)O)CCC1=C(C=CC=C1F)Cl